C(C)(C)(C)C1=C(N=CN1)\C=C/1\C(N\C(\C(N1)=O)=C/C1=C(C=CC(=C1)F)F)=O (Z)-3-((5-(tert-butyl)-1H-imidazol-4-yl)methylene)-6-((Z)-2,5-difluorobenzylidene)piperazine-2,5-dione